6-Bromo-N-(1-ethylpiperidin-4-yl)-2-(4-{4-[(5-methylpyridin-2-yl)methyl]piperazin-1-yl}phenyl)-3H-imidazo[4,5-b]pyridin-7-amine BrC=1C(=C2C(=NC1)NC(=N2)C2=CC=C(C=C2)N2CCN(CC2)CC2=NC=C(C=C2)C)NC2CCN(CC2)CC